S(=O)(=O)(O)O.CN1C(CCC1)=O N-methyl-pyrrolidone hydrogen sulfate